1-(2-oxaspiro[3.3]heptan-6-yl)-4-(4,4,5,5-tetramethyl-1,3,2-dioxaborolan-2-yl)-1H-pyrazole C1OCC12CC(C2)N2N=CC(=C2)B2OC(C(O2)(C)C)(C)C